ethyl (2R)-2-hydroxy-3-[4-(trifluoromethyl)-1H-pyrazol-1-yl]propanoate O[C@@H](C(=O)OCC)CN1N=CC(=C1)C(F)(F)F